NC1=C(C(N(C(=N1)N1CCC2(CC1)[C@@H](C1=CC=CC=C1C2)N)C)=O)SC2=CC(=CC=C2)S(=O)(=O)C (S)-6-amino-2-(1-amino-1,3-dihydrospiro[indene-2,4'-piperidin]-1'-yl)-3-methyl-5-((3-(methylsulfonyl)phenyl)thio)pyrimidin-4(3H)-one